(3S,4S,E)-1-iodo-2,4-dimethylhexa-1,5-dien-3-yl (3R,6R,7S)-3-((t-butyldimethylsilyl)oxy)-7-hydroxy-6-methyl-6-((triethylsilyl)oxy)non-8-enoate [Si](C)(C)(C(C)(C)C)O[C@@H](CC(=O)O[C@H](/C(=C/I)/C)[C@H](C=C)C)CC[C@]([C@H](C=C)O)(O[Si](CC)(CC)CC)C